(R)-3-((S)-1-(tert-butoxy)-3-(6-formyl-2,3-dihydro-1H-inden-4-yl)-1-oxopropan-2-yl)pyrrolidine-1-carboxylic acid tert-butyl ester C(C)(C)(C)OC(=O)N1C[C@H](CC1)[C@@H](C(=O)OC(C)(C)C)CC1=C2CCCC2=CC(=C1)C=O